Cl.Cl.NCC=1C=C2C3(C(N(CC2=CN1)C1=C(C(=CC(=C1F)OC)OC)F)=O)CC3 6'-(aminomethyl)-2'-(2,6-difluoro-3,5-dimethoxyphenyl)-1'H-spiro[cyclopropane-1,4'-[2,7]naphthyridine]-3'(2'H)-one dihydrochloride